NC1CCN(CC1)C1=CC=C(C=C1)C1=CC(=CC(=C1)F)C(=O)N[C@@H](C=1NC2=CC=CC=C2C1)C1=C(C=CC(=C1)F)O (R)-4'-(4-aminopiperidin-1-yl)-5-fluoro-N-((5-fluoro-2-hydroxyphenyl)(1H-indol-2-yl)methyl)-[1,1'-biphenyl]-3-carboxamide